3-chloro-N-(5-(trifluoromethyl)pyridin-2-yl)pyrazin-2-amine ClC=1C(=NC=CN1)NC1=NC=C(C=C1)C(F)(F)F